OC1=CC=C(C=C1)C12CC3(CC(CC(C1)(C3)C)(C2)C)C2=CC=C(C=C2)O 1,3-bis(4-hydroxyphenyl)-5,7-dimethyladamantane